C(C)(C)C=1C(=CC2=C(N(C(N2)=O)C2CCC3(OCCO3)CC2)C1)C=1C(=C(C=2N(C1)N=CN2)OC)C 6-isopropyl-5-(8-methoxy-7-methyl-[1,2,4]triazolo[1,5-a]pyridin-6-yl)-1-(1,4-dioxaspiro[4.5]dec-8-yl)-1,3-dihydro-2H-benzo[d]imidazol-2-one